3-(4-((3-amino-6-bromopyrazin-2-yl)oxy)-1H-pyrazol-1-yl)propanenitrile NC=1C(=NC(=CN1)Br)OC=1C=NN(C1)CCC#N